(5Z)-3-Methyl-5-[(2-methylindazol-5-yl)methylene]-2-[[2-(trifluoromethyl)phenyl]methylamino]imidazol-4-one CN1C(=N\C(\C1=O)=C/C1=CC2=CN(N=C2C=C1)C)NCC1=C(C=CC=C1)C(F)(F)F